FC(OC=1C=C(C2=C(C(=CC=C2C1)F)C#C)C1=C(C=2N=C(N=CC2C(=N1)N1[C@H](CC1)C)OC[C@]12CCCN2C[C@@H](C1)F)F)F 7-(3-(difluoromethoxy)-8-ethynyl-7-fluoronaphthalen-1-yl)-8-fluoro-2-(((2R,7aS)-2-fluorotetrahydro-1H-pyrrolizin-7a(5H)-yl)methoxy)-5-((S)-2-methylazetidin-1-yl)pyrido[4,3-d]pyrimidine